C(CCC)C(CNC([C@@H](NC([C@@H](NC(C)=O)C)=O)C)=O)CCCCCC acetyl-L-alanyl-L-alanine (2-butyloctyl)amide